3-[6-(7-azabicyclo[2.2.1]heptan-7-yl)-2-methylpyrimidin-4-yl]oxy-4-bromobenzonitrile C12CCC(CC1)N2C2=CC(=NC(=N2)C)OC=2C=C(C#N)C=CC2Br